ClC1=CC=C(C=C1)[C@H](NC(=O)N1[C@@H](C(NCC1)=O)C)C=1C=NC(=CC1)OCC(F)(F)F |o1:7| (2R)-N-((S or R)-(4-chlorophenyl)(6-(2,2,2-trifluoro-ethoxy)pyridin-3-yl)methyl)-2-methyl-3-oxopiperazine-1-carboxamide